C\C=C/C (2Z)-2-butene